5-(3-fluoro-5-(4-methylpent-1-ynyl)phenylthio)-1H-1,2,3-triazole-4-carboxylic acid FC=1C=C(C=C(C1)C#CCC(C)C)SC1=C(N=NN1)C(=O)O